tris-(4-vinylphenyl)-phosphine C(=C)C1=CC=C(C=C1)P(C1=CC=C(C=C1)C=C)C1=CC=C(C=C1)C=C